OC1=C(C=CC=C1)C1=CC2=C(N=N1)NC1=C2[C@H](N(CC1)C1=NC=CC(=N1)C1CCN(CC1)C1CC2(CC(C2)C(=O)OC)C1)C (R)-methyl 6-(4-(2-(3-(2-hydroxyphenyl)-5-methyl-7,8-dihydro-5H-pyrido[3',4':4,5]pyrrolo[2,3-c]pyridazin-6(9H)-yl)pyrimidin-4-yl)piperidin-1-yl)spiro[3.3]heptane-2-carboxylate